C(C)(CC)C=1N=C2N(C(C1CCOC)=O)C1=C(N2)C=CC=C1 2-(sec-butyl)-3-(2-methoxyethyl)benzo[4,5]imidazo[1,2-a]pyrimidin-4(10H)-one